FC=1C=2N(C=C(C1)NC(=O)C=1C=3N=CC=NC3C(=CC1)OC1CNCCC1)C=C(N2)C N-(8-fluoro-2-methyl-imidazo[1,2-a]pyridin-6-yl)-8-(3-piperidyloxy)quinoxaline-5-carboxamide